tert-butyl 2-[2-[2-[2-[3-[1-(2,6-dioxo-3-piperidyl)-3-methyl-2-oxo-benzimidazol-4-yl]prop-2-ynoxy]ethoxy]ethoxy]ethoxy]acetate O=C1NC(CCC1N1C(N(C2=C1C=CC=C2C#CCOCCOCCOCCOCC(=O)OC(C)(C)C)C)=O)=O